tert-butyl N-(5-iodothiazol-4-yl)carbamate IC1=C(N=CS1)NC(OC(C)(C)C)=O